C(C)N(C1=NC=C(C=C1C1=NC(=NO1)C)[N+](=O)[O-])CC N,N-diethyl-3-(3-methyl-1,2,4-oxadiazol-5-yl)-5-nitropyridin-2-amine